N-(4-cyano-2-fluoro-phenyl)-4-methyl-5-phenyl-1H-pyrrole-3-sulfonamide C(#N)C1=CC(=C(C=C1)NS(=O)(=O)C1=CNC(=C1C)C1=CC=CC=C1)F